FC(C1=C(C=CC=C1)C1CCN(CC1)C(=O)C=1C2=C(NN1)CN(C2)C(C)=O)(F)F 1-(3-(4-(2-(Trifluoromethyl)phenyl)piperidine-1-carbonyl)pyrrolo[3,4-c]pyrazol-5(1H,4H,6H)-yl)ethanone